N-(6-((3R,4S)-3,4-difluoropyrrolidin-1-yl)-2,2-dimethyl-2,3-dihydrobenzofuran-5-yl)pyrazolo[1,5-a]pyrimidine-3-carboxamide F[C@@H]1CN(C[C@@H]1F)C1=CC2=C(CC(O2)(C)C)C=C1NC(=O)C=1C=NN2C1N=CC=C2